CCCCCCCCC=CCC=CCCCCC octadeca-9,12-dien